NO[Si](O)(O)O aminosilicic acid